OC(CCCCCCCCC\C=C/CCCC)=O (12z)-1-oxaheptadec-12-en-2-one